C(C)NC=1OC2=C(N1)C=CC1=CC=CC=C12 N-Ethylnaphtho[2,1-d]oxazol-2-amine